8-(5-(2-Morpholinoethoxy)pyridin-2-yl)-N2-(4-Morpholinophenyl)pyrido[3,4-d]pyrimidine-2,4-diamine O1CCN(CC1)CCOC=1C=CC(=NC1)C1=NC=CC2=C1N=C(N=C2N)NC2=CC=C(C=C2)N2CCOCC2